COC1=CC=C(C=C[N+](=O)[O-])C=C1 4-methoxy-β-nitrostyrene